OC1(CN(CC1)C1=CC=C(C=N1)C1CN(C1)C(CC[C@H]1NC(OC1)=O)=O)C(F)(F)F (4R)-4-[3-[3-[6-[3-Hydroxy-3-(trifluoromethyl)pyrrolidin-1-yl]-3-pyridyl]azetidin-1-yl]-3-oxo-propyl]oxazolidin-2-one